FC1=CC(=C(C=C1)NC1=C(C(=O)NC=2C(=NC(=CC2C)OC)C)C=CC(=C1)C(F)(F)F)C(C)C 2-((4-fluoro-2-isopropylphenyl)amino)-N-(6-methoxy-2,4-dimethylpyridin-3-yl)-4-(trifluoromethyl)benzamide